4-[({4-[7-(aminocarbonyl)-5-fluoro-2H-indazol-2-yl]benzyl}ammonio)methyl]-1-methylpiperidinium NC(=O)C1=CC(=CC2=CN(N=C12)C1=CC=C(C[NH2+]CC2CC[NH+](CC2)C)C=C1)F